methyl ((1R,3R)-3-(6-((6-(4-(cyanomethyl)phenyl)-5-fluoropyridin-2-yl)amino)-3-methyl-2-oxo-2,3-dihydro-1H-imidazo[4,5-c]pyridin-1-yl)cyclopentyl)carbamate C(#N)CC1=CC=C(C=C1)C1=C(C=CC(=N1)NC1=CC2=C(C=N1)N(C(N2[C@H]2C[C@@H](CC2)NC(OC)=O)=O)C)F